O[C@@]1(CC[C@@H]2[C@H]3CC[C@@]4([C@H](CC[C@H]4[C@@H]3CC[C@@H]2C1)C(CN1N=CC(=C1)C#N)=O)C)C (2-((3R,5R,8R,9R,10S,13S,14S,17S)-3-hydroxy-3,13-dimethylhexadecahydro-1H-cyclopenta[a]phenanthren-17-yl)-2-oxoethyl)-1H-pyrazole-4-carbonitrile